C(C1=CC=CC=C1)OC=1C=C2N(C(C\C=C/C2)C(=O)OCC)C(C1)=O (Z)-ethyl 2-(benzyloxy)-4-oxo-4,6,7,10-tetrahydropyrido[1,2-a]azepine-6-carboxylate